ClC1=C(C(=O)NCC(=O)N[C@@H](CC(C)C)B2OC([C@@H]3CNC[C@@H](C(O2)=O)N3C)=O)C=C(C=C1)Cl 2,5-dichloro-N-(2-(((R)-3-methyl-1-((1S,7S)-11-methyl-2,6-dioxo-3,5-dioxa-9,11-diaza-4-borabicyclo[5.3.1]undecan-4-yl)butyl)amino)-2-oxoethyl)benzamide